3,3-dimethyl-1-(2-{[4-(4-methylpiperazin-1-yl)phenyl]amino}-5-[2-(triisopropylsilyl)ethynyl]pyrido[2,3-d]pyrimidin-7-yl)urea CN(C(NC=1C=C(C2=C(N=C(N=C2)NC2=CC=C(C=C2)N2CCN(CC2)C)N1)C#C[Si](C(C)C)(C(C)C)C(C)C)=O)C